oxalic acid di-hydrate O.O.C(C(=O)O)(=O)O